N-[2-(benzylamino)-2-oxo-1-phenylethyl]-N-(1-methylindol-6-yl)prop-2-ynamide C(C1=CC=CC=C1)NC(C(C1=CC=CC=C1)N(C(C#C)=O)C1=CC=C2C=CN(C2=C1)C)=O